diethyl-2-undecyl myristate C(CCCCCCCCCCCCC)(=O)OC(C(CC)CC)CCCCCCCCC